2-[2,3-dichloro-4-(2-methylidenebutanoyl)phenoxy]acetic acid ClC1=C(OCC(=O)O)C=CC(=C1Cl)C(C(CC)=C)=O